C(CCCCCCC)N(CCO)CCCCCCCC 2-(dioctylamino)ethanol